4-((oxetan-2-ylmethyl)(4-(5,6,7,8-tetrahydro-1,8-naphthyridin-2-yl)butyl)amino)-2-(quinazolin-4-ylamino)butyric acid O1C(CC1)CN(CCC(C(=O)O)NC1=NC=NC2=CC=CC=C12)CCCCC1=NC=2NCCCC2C=C1